(1S,2R)-1-(2-methoxy-5-methylphenyl)-2-(3-methoxyphenyl)-N-(2-methylquinoline-5-sulfonyl)cyclopropane-1-carboxamide COC1=C(C=C(C=C1)C)[C@]1([C@H](C1)C1=CC(=CC=C1)OC)C(=O)NS(=O)(=O)C=1C=2C=CC(=NC2C=CC1)C